NC(C(CCC(=O)OC(C)(C)C)N1C(C2=CC=C(C(=C2C1)Cl)Br)=O)=O tert-butyl 5-amino-4-(5-bromo-4-chloro-1-oxo-isoindolin-2-yl)-5-oxo-pentanoate